1-(4-bromophenyl)-3-{4-[2-(4-hydroxyphenyl)ethyl]-4-methyl-2,5-dioxo-imidazolidin-1-yl}urea BrC1=CC=C(C=C1)NC(=O)NN1C(NC(C1=O)(C)CCC1=CC=C(C=C1)O)=O